C1(=CC=CC=C1)C1C2CC(C=3N1C1=NC(=CC=C1N3)C3=CC(=NC=C3)OC3CCOCC3)C2 9-phenyl-2-(2-((tetrahydro-2H-pyran-4-yl)oxy)pyridin-4-yl)-6,7,8,9-tetrahydro-6,8-methanoimidazo[1,2-a:5,4-b']dipyridine